BrCCO[C@H]1O[C@@H]([C@H]([C@@H]([C@@H]1O)O)O)CO (2S,3S,4S,5S,6R)-2-(2-bromoethoxy)-6-(hydroxymethyl)tetrahydro-2H-pyran-3,4,5-triol